2-(6-amino-9H-purin-9-yl)-4-hydroxybutyramide NC1=C2N=CN(C2=NC=N1)C(C(=O)N)CCO